(E)-5-heptenal C(CCC\C=C\C)=O